N-((5-chloro-6-(oxazol-4-ylmethoxy)-1H-indol-2-yl)methyl)-1-methylcyclopropane-1-carboxamide ClC=1C=C2C=C(NC2=CC1OCC=1N=COC1)CNC(=O)C1(CC1)C